diglycerin sesquistearate C(CCCCCCCCCCCCCCCCC)(=O)O.OCC(O)CO.OCC(O)CO